(S)-N-((R)-4-(cyclopropylamino)-3,4-dioxo-1-((S)-2-oxopyrrolidin-3-yl)butan-2-yl)-2-(2-hydroxy-2,2-diphenylacetamido)-4-methylpentanamide C1(CC1)NC(C([C@@H](C[C@H]1C(NCC1)=O)NC([C@H](CC(C)C)NC(C(C1=CC=CC=C1)(C1=CC=CC=C1)O)=O)=O)=O)=O